F[C@@H]1CN(CC[C@@H]1OC)C1=NC=CC(=N1)NC1=NC=C(C(=O)NCC2=CC=C(C=C2)S(=O)(=O)F)C(=C1)NC(C)C 4-((6-((2-(cis-3-fluoro-4-methoxypiperidin-1-yl)pyrimidin-4-yl)amino)-4-(isopropylamino)nicotinamido)methyl)benzenesulfonyl fluoride